OC(COC(C(=C)C)=O)C methacrylic acid (2-hydroxypropyl) ester